5-((2-(methylamino)quinolin-7-yloxy)methyl)tetrahydrofuran-3,4-diol CNC1=NC2=CC(=CC=C2C=C1)OCC1C(C(CO1)O)O